ClC=1C(=NC=CC1C=1C(=C(C=CC1)NC(C1=NC=C(C=C1)CNCCO)=O)C)C=1C=C2CCN(CC2=C(C1)OC)C[C@@H]1NC(CC1)=O (R)-N-(3-(3-chloro-2-(8-methoxy-2-((5-oxopyrrolidin-2-yl)methyl)-1,2,3,4-tetrahydroisoquinolin-6-yl)pyridin-4-yl)-2-methylphenyl)-5-(((2-hydroxyethyl)amino)methyl)picolinamide